tert-butyl [(1r,4r)-4-(hydroxymethyl)cyclohexyl]carbamate OCC1CCC(CC1)NC(OC(C)(C)C)=O